1-(methylsulfonyl)-4-(trifluoromethyl)benzene CS(=O)(=O)C1=CC=C(C=C1)C(F)(F)F